C(C1=CC=CC=C1)(=O)[13C]1=CC=CC=C1 benzophenone-13C